(4-iodo-indan-2-yl)-dipropyl-amine IC1=C2CC(CC2=CC=C1)N(CCC)CCC